tetraacetyl-d-xylonitrile C(C[2H])(=O)CC1=C(C(=C(C(=C1C)C(C[2H])=O)C(C[2H])=O)C(C[2H])=O)C#N